2-(2-(1-hydroxyethyl)phenyl)-9-(4-(1-methyl-4-(trifluoromethyl)-1H-imidazol-2-yl)benzyl)-7,9-dihydro-8H-purin-8-one OC(C)C1=C(C=CC=C1)C1=NC=C2NC(N(C2=N1)CC1=CC=C(C=C1)C=1N(C=C(N1)C(F)(F)F)C)=O